(S)-1'-chloro-3-(3-fluoro-5-(trifluoromethyl)pyridin-2-yl)-6',7'-dihydrodispiro[oxazolidine-4,5'-isoquinoline-8',2''-[1,3]dioxolan]-2-one ClC1=NC=CC=2[C@]3(CCC4(OCCO4)C12)N(C(OC3)=O)C3=NC=C(C=C3F)C(F)(F)F